4,4'-bis(1,3-dioxo-1,3-dihydroisobenzofuran-5-ylcarbonyloxy)biphenyl O=C1OC(C2=CC(=CC=C12)C(=O)OC1=CC=C(C=C1)C1=CC=C(C=C1)OC(=O)C=1C=C2C(OC(C2=CC1)=O)=O)=O